thiazole-4-carbothioic acid amide S1C=NC(=C1)C(N)=S